C(#N)C1=C(CN(C(=O)C2=C(N(C(=C2)C2=C(C=CC(=C2)[N+](=O)[O-])C(=O)N2CC3=CC=CC=C3C[C@H]2CN2CCOCC2)C)C)C2=CC=C(C=C2)O)C=CC=C1 N-(2-cyanobenzyl)-N-(4-hydroxyphenyl)-1,2-dimethyl-5-(2-{[(3S)-3-(morpholin-4-ylmethyl)-3,4-dihydroisoquinolin-2(1H)-yl]carbonyl}-5-nitrophenyl)-1H-pyrrole-3-carboxamide